FC1=C(C=CC=C1)S(=NC(CC=1N=C2N(C=C(C=C2)C2=NOC(=N2)C(F)(F)F)C1)=O)(=O)C N-((2-fluorophenyl)(methyl)(oxo)-λ6-sulfaneylidene)-2-(6-(5-(trifluoromethyl)-1,2,4-oxadiazol-3-yl)imidazo[1,2-a]pyridin-2-yl)acetamide